FC=1C=C(C=CC1)[C@@H]1N(CCC1)C=1C=CC=2N(N1)C(=CN2)C2=CC=CC(=N2)N2CCN(CC2)CCCOC=2C=C1C=CN(C1=CC2)C2C(NC(CC2)=O)=O 3-(5-(3-(4-(6-(6-((R)-2-(3-fluorophenyl)pyrrolidin-1-yl)imidazo[1,2-b]pyridazin-3-yl)pyridin-2-yl)piperazin-1-yl)propoxy)-1H-indol-1-yl)piperidine-2,6-dione